C[N+](CCCCCC)(CC)C N,N-Dimethyl-N-ethyl-N-hexylammonium